FC(C=1C=C(C=NC1)C1CCN(CC1)C(=O)N1C[C@@H]2[C@@H](OCC(N2)=O)CC1)(F)F (4aR,8aS)-6-{4-[5-(trifluoromethyl)pyridin-3-yl]piperidin-1-carbonyl}hexahydro-2H-pyrido[4,3-b][1,4]oxazin-3(4H)-one